CC(C(=O)OCCN(CCO)CCCC)CCCCCCCCCCN 2,2'-(n-butyl-imino)diethanol methyl-12-aminododecanoate